C(C)(C)N([Si](O[Si](O[SiH](C)C)(O[SiH](C)C)O[SiH](C)C)(C)C)C(C)C 1-diisopropylamino-3,3-bis(dimethylsiloxy)-1,1,5,5-tetramethyltrisiloxane